(S)-3-(4-amino-4,6-dihydrospiro[cyclopenta[d]thiazole-5,4'-piperidin]-1'-yl)-6-((5-chloro-3-(2-methoxyethyl)-4-oxo-3,4-dihydroquinazolin-6-yl)thio)pyrazine-2-carboxamide N[C@@H]1C=2N=CSC2CC12CCN(CC2)C=2C(=NC(=CN2)SC=2C(=C1C(N(C=NC1=CC2)CCOC)=O)Cl)C(=O)N